NC1=NC(=C2C(=N1)N(N=C2)CC2=CC=C(C=C2)N)C2=CC=CC(=N2)C#N 6-(6-amino-1-(4-aminobenzyl)-1H-pyrazolo[3,4-d]pyrimidin-4-yl)picolinonitrile